(rac)-7-bromo-6-chloro-5-(2-fluorophenyl)-3-methyl-1,3-dihydro-1,4-benzodiazepin-2-one BrC=1C=CC2=C(C(=N[C@@H](C(N2)=O)C)C2=C(C=CC=C2)F)C1Cl |r|